[F-].C(CC)[NH+]1CCCCC1 N-Propylpiperidinium fluorid